FC1(CCN(CC1)C(=O)C1=CC=C2C=CC(=CC2=C1)C=1C=C2CN(C(C2=CC1)=O)C)F 5-[7-(4,4-difluoropiperidine-1-carbonyl)-2-naphthyl]-2-methyl-isoindolin-1-one